3,3-difluoro-N-(4-(1-(5-fluoro-1-(methyl-d3)-2-oxo-1,2-dihydroquinazolin-4-yl)-1,2,3,5-tetrahydrobenzo[e][1,4]oxazepin-6-yl)-2-methylbut-3-yn-2-yl)-2,2-dimethylpropanamide FC(C(C(=O)NC(C)(C#CC1=CC=CC=2N(CCOCC21)C2=NC(N(C1=CC=CC(=C21)F)C([2H])([2H])[2H])=O)C)(C)C)F